NC(C(=O)C1CC1)C 2-amino-1-cyclopropylpropan-1-one